N-[trans-(7RS,9RS)-3-cyclopropyl-9-[(5-methyl-1,2-oxazol-3-yl)methylcarbamoylamino]-5-(2-methylpropylsulfamoyl)-8,9-dihydro-7H-cyclopenta[h]isoquinolin-7-yl]pyridine-3-carboxamide C1(CC1)C=1N=CC2=C3C(=CC(=C2C1)S(NCC(C)C)(=O)=O)[C@@H](C[C@H]3NC(NCC3=NOC(=C3)C)=O)NC(=O)C=3C=NC=CC3 |r|